N-3-pyridylcarboxamide N1=CC(=CC=C1)NC=O